O1[C@H](COCC1)CN(C1CCC(CC1)N1N=CC(=C(C1=O)Cl)NC[C@@H]1COC[C@@H]2C[C@H]12)C=1C=NC(=CC1)OC(F)(F)F 2-((1S,4R)-4-((((S)-1,4-dioxan-2-yl)methyl)(6-(trifluoromethoxy)pyridin-3-yl)amino)cyclohexyl)-5-((((1R,5R,6S)-3-oxabicyclo[4.1.0]heptan-5-yl)methyl)amino)-4-chloropyridazin-3(2H)-one